1-benzyl-6-methyl-1,4-diazepan-6-ol C(C1=CC=CC=C1)N1CCNCC(C1)(O)C